FC1=C(CC2(CCCC2)C#N)C=CC(=C1)F 1-(2,4-difluorobenzyl)cyclopentane-1-carbonitrile